4-fluoro-2,6-dimethylbenzoic acid FC1=CC(=C(C(=O)O)C(=C1)C)C